N1C(=CC=C1)C(C)=O 1-(1H-Pyrrol-2-yl)ethanon